(Z)-acetic acid-3-hexenyl ester C(CC=CCC)OC(C)=O